O1C(CCCC1)OC=1C=C(C=C(C1OC1OCCCC1)OC1OCCCC1)C1=NC2=CC(=CC(=C2C(C1OC1OCCCC1)=O)OC1OCCCC1)OC1OCCCC1 2-(3,4,5-tritetrahydropyranyloxyphenyl)-3,5,7-tritetrahydropyranyloxyquinolin-4-one